FC=1C=C(C=C2CNC(C12)=O)C=1C=C2C=3CCCC(C3NC2=CC1)N[C@H](C)C1=CC=CC=C1 7-fluoro-5-(1-(((R)-1-phenylethyl)amino)-2,3,4,9-tetrahydro-1H-carbazol-6-yl)isoindolin-1-one